TRANS-ACONITATE C(/C(=C\C(=O)O)/C(=O)O)C(=O)O